4-(2-bromophenyl)-5-iodo-thiazol-2-amine BrC1=C(C=CC=C1)C=1N=C(SC1I)N